C(C)[B-](CC)(CC)CC tetraethylborate